N[C@H]1C2N(CC1CC2)C(=O)C=2C=NC=1N(C2)N=C(C1C)C1=CC=2C(=NC(=CC2)C2=CC(=C(C=C2)O)F)N1CC1CC1 ((7R)-7-amino-2-azabicyclo[2.2.1]hept-2-yl)(2-(1-(cyclopropylmethyl)-6-(3-fluoro-4-hydroxyphenyl)-1H-pyrrolo[2,3-b]pyridin-2-yl)-3-methylpyrazolo[1,5-a]pyrimidin-6-yl)methanone